ClC1=C(C=CC=C1)C1=CC2=C(N(C(N2)=O)[C@H](CS(=O)(=O)C)C2=NC(=C(C=C2)OC)OCC)C=C1 (S)-5-(2-chlorophenyl)-1-(1-(6-ethoxy-5-methoxypyridin-2-yl)-2-(methylsulfonyl)ethyl)-1H-benzo[d]imidazol-2(3H)-one